3-(4-Chloro-phenyl)-adamantane-1-carboxylic acid [2-(3-phenoxy-phenyl)-ethyl]-amide O(C1=CC=CC=C1)C=1C=C(C=CC1)CCNC(=O)C12CC3(CC(CC(C1)C3)C2)C2=CC=C(C=C2)Cl